DL-O-METHYLSERINE COCC(C(=O)O)N